CC(C=C)C(C#N)C#N 1-methylallyl-malononitrile